2,5-dioxopyrrolidin-1-yl-hexanoate O=C1N(C(CC1)=O)C(C(=O)[O-])CCCC